Cl[Pt+2]Cl dichloroplatinum (2+)